4-((3-(4-(4-((5-chloro-4-((2-(dimethylphosphoryl)phenyl)amino)pyrimidin-2-yl)amino)-3-methoxyphenyl)piperazin-1-yl)-3-oxopropyl)amino)-2-(2,6-dioxopiperidin-3-yl)isoindoline-1,3-dione ClC=1C(=NC(=NC1)NC1=C(C=C(C=C1)N1CCN(CC1)C(CCNC1=C2C(N(C(C2=CC=C1)=O)C1C(NC(CC1)=O)=O)=O)=O)OC)NC1=C(C=CC=C1)P(=O)(C)C